O=C1CC2SCC=C(N12)C(=O)[O-] 8-oxo-5-thia-1-azabicyclo[4.2.0]oct-2-ene-2-carboxylate